5-((4-((5-iodopyrimidin-4-yl)amino)-2-methylphenyl)oxy)-1-methyl-1H-benzimidazole IC=1C(=NC=NC1)NC1=CC(=C(C=C1)OC1=CC2=C(N(C=N2)C)C=C1)C